methyl N-[5-[6-[(4-fluoro-3-methoxy-benzoyl)-(2-methoxyethyl)amino]imidazo[1,2-a]pyridin-3-yl]-2-pyridyl]carbamate FC1=C(C=C(C(=O)N(C=2C=CC=3N(C2)C(=CN3)C=3C=CC(=NC3)NC(OC)=O)CCOC)C=C1)OC